4-([1,1'-biphenyl]-4-yl)-2-phenyl-6-(4-(4,4,5,5-tetramethyl-1,3,2-dioxaborolan-2-yl)phenyl)pyrimidine C1(=CC=C(C=C1)C1=NC(=NC(=C1)C1=CC=C(C=C1)B1OC(C(O1)(C)C)(C)C)C1=CC=CC=C1)C1=CC=CC=C1